(2S,4R)-N-((4-carbamimidoylthiophen-2-yl)methyl)-4-(difluoromethoxy)-1-((4-(4-fluorophenoxy)benzoyl)glycyl)pyrrolidine-2-carboxamide C(N)(=N)C=1C=C(SC1)CNC(=O)[C@H]1N(C[C@@H](C1)OC(F)F)C(CNC(C1=CC=C(C=C1)OC1=CC=C(C=C1)F)=O)=O